L-valyl-N5-carbamoyl-N-[4-(2,5-dioxo-2,5-dihydro-1H-pyrrol-1-yl)phenyl]-L-ornithinamide N[C@@H](C(C)C)C(=O)N[C@@H](CCCNC(N)=O)C(=O)NC1=CC=C(C=C1)N1C(C=CC1=O)=O